C1(CC1)C(=O)NC1=C(C=C2C(=N1)NC=C2)C 6-(cyclopropanecarboxamido)-5-methyl-1H-pyrrolo[2,3-b]pyridin